C1(CC1)N1CC=2C=NC(=CC2C1=O)C=O cyclopropyl-1-oxo-2H,3H-pyrrolo[3,4-c]pyridine-6-carbaldehyde